2-tert-butyl-5-phenyl-1,3,4-oxadiazole C(C)(C)(C)C=1OC(=NN1)C1=CC=CC=C1